ClC=1C=CC(=C(C1)NC(=O)C=1OC(=CC1)C1=CC=NC=C1)N1CC[C@@](CCC1)(C)O (S)-N-(5-chloro-2-(4-hydroxy-4-methylazepan-1-yl)phenyl)-5-(pyridin-4-yl)furan-2-carboxamide